Methyl-(S,E)-(7-(dimethylamino)-1-((1-((6-isobutoxy-9H-purin-8-yl)methyl)-2-oxo-1,2-dihydropyridin-3-yl)amino)-1,7-dioxohept-5-en-2-yl)carbamat COC(N[C@H](C(=O)NC=1C(N(C=CC1)CC=1NC2=NC=NC(=C2N1)OCC(C)C)=O)CC\C=C\C(=O)N(C)C)=O